(R)-7-chloro-3-cyclohexyl-2-methyl-5-phenyl-8-(4,4,5,5-tetramethyl-1,3,2-dioxaborolan-2-yl)-2,3,4,5-tetrahydrobenzo[f][1,2,5]thiadiazepine 1,1-dioxide ClC=1C(=CC2=C(N(C[C@H](N(S2(=O)=O)C)C2CCCCC2)C2=CC=CC=C2)C1)B1OC(C(O1)(C)C)(C)C